3-(di-tert-butylphosphino)propane-1-sulfonic acid C(C)(C)(C)P(CCCS(=O)(=O)O)C(C)(C)C